ClC=1C(=NC(=NC1)NC1CCOCC1)C1=CC=C2CN(C(C2=C1)=O)CC(=O)N[C@@H]1[C@H](CC2=CC=CC=C12)O 2-(6-{5-chloro-2-[(oxan-4-yl)amino]pyrimidin-4-yl}-1-oxo-2,3-dihydro-1H-isoindol-2-yl)-N-[(1S,2S)-2-hydroxy-2,3-dihydro-1H-inden-1-yl]acetamide